CC1=C(SC=C1)C=1SC(=C(C1C#N)C#N)C=1SC=CC1C 3,3''-Dimethyl-[2,2':5',2''-terthiophene]-3',4'-dicarbonitrile